2-(dichloromethyl)imidazole ClC(C=1NC=CN1)Cl